ethyl-malonamic acid monoamide C(C)C(C(=O)N)C(=O)N